1-(4-bicyclo[2.2.1]hept-5-en-2-yl-pentyl)-3,4-dimethyl-1H-pyrrole-2,5-dione C12C(CC(C=C1)C2)C(CCCN2C(C(=C(C2=O)C)C)=O)C